FC=1C=2N(C=C(C1)C=1C=C3C(NC(=NC3=C(C1)C)C1(CCN(CC1)C)F)=O)C=C(N2)C 6-(8-Fluoro-2-methylimidazo[1,2-a]pyridine-6-yl)-2-(4-fluoro-1-methylpiperidine-4-yl)-8-methylquinazoline-4(3H)-one